COC(=O)CCC1=CC=C(C=C1)CCC(=O)OC 1,4-bis(2-methoxycarbonylethyl)-benzene